Cl.CN1N=CC(=C1C)C1=CN=C(C=2N1N=CC2)N2CCC1(CC2)[C@@H](C=2C(=NC=CC2)C1)N (5S)-1'-[7-(1,5-dimethylpyrazol-4-yl)pyrazolo[1,5-a]pyrazin-4-yl]spiro[5,7-dihydrocyclopenta[b]pyridine-6,4'-piperidine]-5-amine hydrochloride